C(C)(=O)OC\C=C\C\C=C/CCCCC (2E,5Z)-undeca-2,5-dien-1-yl acetate